4-(2-Methyl-1H-pyrrolo[2,3-b]pyridin-4-yl)-6-(3-pyridyl)-1H-pyridin-2-one CC1=CC=2C(=NC=CC2C2=CC(NC(=C2)C=2C=NC=CC2)=O)N1